The molecule is a monocarboxylic acid amide resulting from the formal condensation of the carboxy group of m-toluic acid with the nitrogen of diethylamine. First developed by the U.S. Army in 1946 for use by military personnel in insect-infested areas, it is the most widely used insect repellent worldwide. It has a role as an insect repellent, an environmental contaminant and a xenobiotic. It is a monocarboxylic acid amide and a member of benzamides. It derives from a m-toluic acid. CCN(CC)C(=O)C1=CC=CC(=C1)C